ClC1(C2(C(=C(C(C1[Si](OCC)(OCC)OCC)(C2)Cl)Cl)Cl)Cl)Cl hexachloro-6-triethoxysilyl-2-norbornene